tert-butyl 4-[(1S)-1-[4-[3-cyano-4-[(3-fluoro-2-pyridyl)sulfanyl]pyrazolo[1,5-a]pyridin-6-yl]-5-methyl-pyrazol-1-yl]ethyl]piperidine-1-carboxylate C(#N)C=1C=NN2C1C(=CC(=C2)C=2C=NN(C2C)[C@@H](C)C2CCN(CC2)C(=O)OC(C)(C)C)SC2=NC=CC=C2F